N=1C=C(N2C1C=CC=C2)C(=O)NCC=2C=C(C(=O)[O-])C=CC2CCC.[Li+] lithium 3-((imidazo[1,2-a]pyridine-3-carboxamido) methyl)-4-propylbenzoate